FC1=C2C=C(C(=NC2=CC=C1)C)C(=O)OCC Ethyl 5-fluoro-2-methyl-quinoline-3-carboxylate